O1COC=2C=CC3=C(N=C(S3)N3C(N[C@@H]4CN(CC[C@@H]43)C)=O)C21 |r| rac-(3aR,7aS)-1-(2H-[1,3]dioxolo[4,5-e][1,3]benzothiazol-7-yl)-5-methyloctahydro-2H-imidazo[4,5-c]pyridin-2-one